3-fluoro-2-hydroxy-5-(4-(4-(pyrrolidin-1-yl)phenyl)-1H-pyrazol-1-yl)benzaldehyde FC=1C(=C(C=O)C=C(C1)N1N=CC(=C1)C1=CC=C(C=C1)N1CCCC1)O